CC1=C(C(=NC=C1NC1=NC=C(C(=N1)C1=CNC2=C(C=CC=C12)NC([C@@H](COC)N1CCN(CC1)C)=O)F)C(=O)O)C.C(CCCCCCCCCCCCCCC)(=O)[C@](N)(C(SCC(O)CO)C(CCCCCCCCCCCCCCC)=O)C(=O)O 2,3-dipalmitoyl-S-GLYCERYL-CYSTEINE methyl-(R)-5-((5-fluoro-4-(7-(3-methoxy-2-(4-methylpiperazin-1-yl)propanamido)-1H-indol-3-yl)pyrimidin-2-yl)amino)-3-methylpicolinate